ClC1=CC=C(C=C1)C1=CC(=C(C=C1)NCCS(=O)(=O)NC)C1=NN(C=C1)CC1=CC(=CC(=C1)OC(C)C)C#N 2-((4'-chloro-3-(1-(3-cyano-5-isopropoxybenzyl)-1H-pyrazol-3-yl)-[1,1'-biphenyl]-4-yl)amino)-N-methylethane-1-sulfonamide